BrC1=CC=C2C(=NN(C2=C1)C)C(=O)OC methyl 6-bromo-1-methyl-indazole-3-carboxylate